indium-gallium-selenide [Ga]=[Se].[In]